C1(CC1)C1=NN2C(N(C(C(CC2)NC(=O)C2=NN(C=N2)CC2CC2)=O)C)=C1 N-(2-cyclopropyl-4-methyl-5-oxo-5,6,7,8-tetrahydro-4H-pyrazolo[1,5-a][1,3]diazepin-6-yl)-1-(cyclopropylmethyl)-1H-1,2,4-triazole-3-carboxamide